di-n-butoxy-m-xylene C(CCC)OC1=CC(=C(C=C1C)C)OCCCC